N-(4-(6-chloroquinoxalin-2-yl)phenyl)cyclopropane-carboxamide ClC=1C=C2N=CC(=NC2=CC1)C1=CC=C(C=C1)NC(=O)C1CC1